ClC1=CC=C(C=C1)N1N=CC=2C1=NC(=NC2NC(=O)C=2SC(=CC2)[N+](=O)[O-])C2=CC=C(C=C2)F N-(1-(4-chlorophenyl)-6-(4-fluorophenyl)-1H-pyrazolo[3,4-d]pyrimidin-4-yl)-5-nitrothiophene-2-carboxamide